4-(4-amino-2,6-dichloro-phenoxy)-2-(trifluoromethyl)phenol NC1=CC(=C(OC2=CC(=C(C=C2)O)C(F)(F)F)C(=C1)Cl)Cl